7-(4-cyclopropyl-1H-imidazol-1-yl)-4,4-difluoro-3-hydroxy-3,4-dihydroisoquinolin-1(2H)-one C1(CC1)C=1N=CN(C1)C1=CC=C2C(C(NC(C2=C1)=O)O)(F)F